methyl (R)-2-fluoro-6-((1-(7-fluoro-3-iodo-2-methyl-1-oxo-1,2-dihydroisoquinolin-5-yl)ethyl)amino)benzoate FC1=C(C(=O)OC)C(=CC=C1)N[C@H](C)C1=C2C=C(N(C(C2=CC(=C1)F)=O)C)I